C(C=C)[C@H]1OCC[C@H]1OC1=C(C=CC(=C1)C)S(=O)(=O)N1[C@@H](CCC1)C(=O)OC(C)(C)C |o1:3,7| tert-butyl ((2-(((2R*-3R*)-2-allyltetrahydrofuran-3-yl)oxy)-4-methylphenyl)sulfonyl)-L-prolinate